methyl N-[5-(chlorosulfonyl)-4-methyl-1,3-thiazol-2-yl]carbamate ClS(=O)(=O)C1=C(N=C(S1)NC(OC)=O)C